2-phenylbenzotriazol C1(=CC=CC=C1)N1N=C2C(=N1)C=CC=C2